C1(CC1)C=1N=CN(C1)C1=CC(=C(S1)C)C(=O)Cl 5-(4-cyclopropyl-1H-imidazol-1-yl)-2-methylthiophene-3-carbonyl chloride